C(=O)(O)CC(=O)C1C(C2=CC=C(C=C2C1=O)S(=O)(=O)C=1C=C2C(C(C(C2=CC1)=O)C(CC(=O)O)=O)=O)=O 3-(5-{[2-(2-carboxyacetyl)-1,3-dioxo-2,3-dihydro-1H-inden-5-yl]sulfonyl}-1,3-dioxo-2,3-dihydro-1H-inden-2-yl)-3-oxopropanoic acid